6-(1-Fluoro-1-methyl-ethyl)pyridine-2-carboxylic acid FC(C)(C)C1=CC=CC(=N1)C(=O)O